Cl.CN(CCBr)C 2-(dimethylamino)ethyl bromide hydrochloride